Cl.CN.CN Dimethanamine hydrochloride